N-(2-(difluoromethoxy)-6-methoxypyridin-3-yl)-3-(2-isopropylphenyl)-5-oxopyrrolidine-3-carboxamide FC(OC1=NC(=CC=C1NC(=O)C1(CNC(C1)=O)C1=C(C=CC=C1)C(C)C)OC)F